C(C)OC(=O)C1=NC=2N(C(=C1)C=1N(C=CN1)C)N=C(C2)Br 2-bromo-7-(1-methyl-1H-imidazol-2-yl)pyrazolo[1,5-a]Pyrimidine-5-carboxylic acid ethyl ester